5-((9-(3,3-dimethyl-2,3-dihydro-1H-pyrrolo[3,2-b]pyridine-1-carbonyl)-3,9-diazaspiro[5.5]undecan-3-yl)methyl)-2,4-difluorobenzonitrile CC1(CN(C=2C1=NC=CC2)C(=O)N2CCC1(CCN(CC1)CC=1C(=CC(=C(C#N)C1)F)F)CC2)C